iminodiphenyl dicarbonate C1(=O)OC2=C(C=CC=C2)NC2=C(C=CC=C2)OC(O1)=O